C(C1=CC=CC=C1)O[C@@](C(=O)OCC)(CCCCC[C@H](C)O[Si](C1=CC=CC=C1)(C1=CC=CC=C1)C(C)(C)C)C(F)(F)F Ethyl (2R,8S)-2-(benzyloxy)-8-((tert-butyldiphenylsilyl)oxy)-2-(trifluoromethyl)nonanoate